CN1C2=C(CCCC1)C=C(C=C2)B2OC(C(O2)(C)C)(C)C 1-methyl-7-(4,4,5,5-tetramethyl-1,3,2-dioxaborolan-2-yl)-1,3,4,5-tetrahydro-2H-benzo[b]azepine